2-(8-(2,2'-dichloro-3'-(6-methoxy-5-(((((S)-5-oxopyrrolidin-2-yl)methyl)amino)methyl)pyridin-2-yl)-[1,1'-biphenyl]-3-yl)-4-oxo-4H-pyrido[1,2-a]pyrimidin-3-yl)-4,5-dihydro-1H-imidazole ClC1=C(C=CC=C1C1=CC=2N(C(C(=CN2)C=2NCCN2)=O)C=C1)C1=C(C(=CC=C1)C1=NC(=C(C=C1)CNC[C@H]1NC(CC1)=O)OC)Cl